5-methyl-N2-(1-methylpiperidin-4-yl)pyrimido[4,5-b]quinoline-2,4-diamine CC1=C2C(=NC3=CC=CC=C13)N=C(N=C2N)NC2CCN(CC2)C